OC1=C2[C@H]3[C@H](C(OC2=CC(=C1)CCCCC)(C)C)CCC(C3)=O (6Ar,10aR)-1-hydroxy-6,6-dimethyl-3-pentyl-7,8,10,10a-tetrahydro-6aH-benzo[c]chromen-9-one